CC[C]1[CH][CH][CH][C]1C(C)(C)[C]2[CH][CH][CH][C]2CC.[Fe] 2,2-bis(ethylferrocenyl)propane